rac-(4r,5r)-2,3-dimethyl-2-(trifluoromethyl)-4-(trifluoromethylsulfonyloxy)-3H-furan-5-carboxylic acid ethyl ester C(C)OC(=O)C1=C(C(C(O1)(C(F)(F)F)C)C)OS(=O)(=O)C(F)(F)F